4-amino-1-(2-deoxy-β-D-erythro-pentofuranosyl)-1,3,5-triazin-2(1H)-one NC1=NC(N(C=N1)[C@H]1C[C@H](O)[C@H](O1)CO)=O